(4aR,8aS)-6-(3-(4-(cyclopentyloxy)phenyl)azetidine-1-carbonyl)hexahydro-2H-pyrido[4,3-b][1,4]oxazin-3(4H)-one C1(CCCC1)OC1=CC=C(C=C1)C1CN(C1)C(=O)N1C[C@@H]2[C@@H](OCC(N2)=O)CC1